2-(4-Chlorophenoxy)-N-(1-(3-(4-chlorophenoxy)propyl)piperidin-4-yl)acetamid benzyl-5-cyclopropyl-2-methoxythiophene-3-carboxylate C(C1=CC=CC=C1)OC(=O)C1=C(SC(=C1)C1CC1)OC.ClC1=CC=C(OCC(=O)NC2CCN(CC2)CCCOC2=CC=C(C=C2)Cl)C=C1